(4-Methoxy-3-(3-methyl-1H-1,2,4-triazol-1-yl)-5-nitrophenyl)methanol COC1=C(C=C(C=C1[N+](=O)[O-])CO)N1N=C(N=C1)C